C(C1=CC=C(C(C(=O)OC)=C1)N)C1=CC=C(C(C(=O)OC)=C1)N Dimethyl (5,5'-methylenedianthranilate)